6-amino-2-bromo-3-hydroxy-benzoic acid NC1=CC=C(C(=C1C(=O)O)Br)O